5-(4-(2-morpholino-2-oxoethoxy)phenyl)-2-oxo-6-(trifluoromethyl)-1,2-dihydropyridine-3-carboxamide O1CCN(CC1)C(COC1=CC=C(C=C1)C=1C=C(C(NC1C(F)(F)F)=O)C(=O)N)=O